C1(=CC=C(C=C1)N)C1=CC=CC=C1 Biphenyl-para-amine